5-(2-Isopropyl-4-methoxy-5-thiazol-2-yl-phenoxy)-pyrimidine-2,4-diamine C(C)(C)C1=C(OC=2C(=NC(=NC2)N)N)C=C(C(=C1)OC)C=1SC=CN1